3-fluoro-6-(2-methyl-3-oxo-2,3-dihydro-1H-isoindol-5-yl)-5-(1-{[1-(trifluoromethyl)cyclopropyl]methyl}-1H-pyrazol-4-yl)pyridine-2-carbonitrile FC=1C(=NC(=C(C1)C=1C=NN(C1)CC1(CC1)C(F)(F)F)C=1C=C2C(N(CC2=CC1)C)=O)C#N